rel-(1R,2S,4R,6R)-2-(4-bromophenyl)-6-((2-fluoro-4-(trifluoromethyl)phenyl)carbamoyl)-4-isopropoxycyclohexane-1-carboxylic acid BrC1=CC=C(C=C1)[C@@H]1[C@H]([C@@H](C[C@@H](C1)OC(C)C)C(NC1=C(C=C(C=C1)C(F)(F)F)F)=O)C(=O)O |o1:7,8,9,11|